C(#N)C=1C=NC(=NC1)C1C(CC1)C=1NC(C2=C(N1)N(N=C2C#N)C(C)C=2C=NC(=CC2)C(F)(F)F)=O 6-(2-(5-cyanopyrimidin-2-yl)cyclobutyl)-4-oxo-1-(1-(6-(trifluoromethyl)pyridin-3-yl)ethyl)-4,5-dihydro-1H-pyrazolo[3,4-d]pyrimidine-3-carbonitrile